ClCCCCCCCCCCC\C=C/CCO (3Z)-15-chloro-3-pentadecen-1-ol